C1(=CC=C(C=C1)\C=N\NC(=O)C1=CC=C(C=C1)NC(C=C)=O)C1=CC=CC=C1 (E)-N-(4-(2-([1,1'-biphenyl]-4-ylmethylene)hydrazine-1-carbonyl)phenyl)acrylamide